NC1=CC(=NN1)CN(C(OC(C)(C)C)=O)C tert-butyl [(5-amino-1H-pyrazol-3-yl)methyl]methylcarbamate